tert-butyl 7-(1-((6-methoxy-2-methyl-2H-benzo[d][1,2,3]triazol-5-yl)carbamoyl)-2,3-dihydro-1H-pyrrolo[2,3-b]pyridin-4-yl)-4,7-diazaspiro[2.5]octane-4-carboxylate COC=1C(=CC=2C(=NN(N2)C)C1)NC(=O)N1CCC=2C1=NC=CC2N2CCN(C1(CC1)C2)C(=O)OC(C)(C)C